(2S,4R)-4-[[(2S)-2-amino-3-methyl-butanoyl]-methyl-amino]-2-(4-boronobutyl)pyrrolidine-2-carboxylic acid N[C@H](C(=O)N([C@@H]1C[C@](NC1)(C(=O)O)CCCCB(O)O)C)C(C)C